O1COC2=C1C=CC(=C2)C2=C(C=C(C=C2)NC(=O)N[C@@H]2CC[C@H](CC2)C)C=2N=NNN2 1-(4-(benzo[d][1,3]dioxolane-5-yl)-3-(2H-tetrazol-5-yl)phenyl)-3-((trans)-4-Methylcyclohexyl)urea